(4-bromo-1-methyl-1H-pyrazol-5-yl)propan-1-ol BrC=1C=NN(C1C(CC)O)C